6-(2-Chloro-6-methylpyridin-4-yl)-5-(4-fluorophenyl)-1,2,4-triazin-3-amine ClC1=NC(=CC(=C1)C1=C(N=C(N=N1)N)C1=CC=C(C=C1)F)C